1,6-dichloro-4-ethoxy-2,7-naphthyridine ClC1=NC=C(C2=CC(=NC=C12)Cl)OCC